3-((5-amino-1,3,4-thiadiazol-2-yl)oxy)cyclobutan-1-ol NC1=NN=C(S1)OC1CC(C1)O